C1(CCCCC1)CO[C@@H]([C@@H](C(=O)N1CCOCC1)NC(=O)[C@@H]1CNCC12CN(C2)C(=O)[C@@H]2C(C2)(C)C)C (S)-N-((2S,3R)-3-(cyclohexylmethoxy)-1-morpholino-1-oxobutan-2-yl)-2-((S)-2,2-dimethylcyclopropane-1-carbonyl)-2,6-diazaspiro[3.4]octane-8-carboxamide